5-(4-(3-(8-fluoro-5-methyl-1-oxo-1,2-dihydroisoquinolin-3-yl)propanoyl)piperazin-1-yl)pyridinecarbonitrile FC=1C=CC(=C2C=C(NC(C12)=O)CCC(=O)N1CCN(CC1)C=1C=CC(=NC1)C#N)C